P(OC(CCCCCCCCCCCCC)CCCCCCCCCCCC)([O-])[O-] dodecyl-tetradecyl phosphite